glutamine-13C N[13C@@H](CCC(N)=O)C(=O)O